2-(3,4-dichlorophenyl)-5-nitrothiophene ClC=1C=C(C=CC1Cl)C=1SC(=CC1)[N+](=O)[O-]